5-(1-(2,2-difluoroethyl)-4-fluoro-1H-benzo[d]imidazol-6-yl)-N-((3S,4R)-3-fluoro-1-(oxetan-3-yl-3-d)piperidin-4-yl)-4-methoxypyrrolo[2,1-f][1,2,4]triazin-2-amine FC(CN1C=NC2=C1C=C(C=C2F)C=2C=CN1N=C(N=C(C12)OC)N[C@H]1[C@H](CN(CC1)C1(COC1)[2H])F)F